1-(6-fluoro-2-(1-methyl-1H-tetrazol-5-yl)pyridin-3-yl)pentan-1-ol FC1=CC=C(C(=N1)C1=NN=NN1C)C(CCCC)O